ClC=1C(=C(C=CC1)NC=1C2=C(N=CN1)C=CC(=N2)N2CC(CC2)NC)F N-(3-Chloro-2-fluorophenyl)-6-(3-(methylamino)pyrrolidin-1-yl)pyrido[3,2-d]pyrimidin-4-amine